COC=1C=C2C(=CC(=NC2=CC1)N(C)C1=CC(=C(C=C1)F)Cl)C(F)(F)F 6-methoxy-N-(3-chloro-4-fluorophenyl)-N-methyl-4-trifluoromethylquinolin-2-amine